ClC=1C=C(C=C(C1)C#N)C(C)(C)C1=CC=C(OCC2=NC(=NC=C2)N2CCN(CC2)C2CN(CC2)C(=O)[O-])C=C1 3-(4-(4-((4-(2-(3-chloro-5-cyanophenyl)prop-2-yl)phenoxy)methyl)pyrimidin-2-yl) Piperazin-1-yl)pyrrolidine-1-carboxylate